3-{5-amino-6-[1-(2-chloro-3,6-difluoro-phenyl)-ethoxy]-pyrazin-2-yl}-benzoic acid NC=1N=CC(=NC1OC(C)C1=C(C(=CC=C1F)F)Cl)C=1C=C(C(=O)O)C=CC1